FC1=C(CN2C=NN(C2=O)C2=CC(=C(OC3=C(N=C(S3)C=O)C)C=C2)F)C(=CC=C1)F 5-(4-(4-(2,6-difluorobenzyl)-5-oxo-4,5-dihydro-1H-1,2,4-triazol-1-yl)-2-fluorophenoxy)-4-methylthiazole-2-carbaldehyde